6-amino-2-[(3R)-3-amino-3H-spiro[1-benzofuran-2,4'-piperidine]-1'-yl]-5-(2,3-dichlorophenyl)pyrimidine-4-carboxamide NC1=C(C(=NC(=N1)N1CCC2(CC1)OC1=C([C@H]2N)C=CC=C1)C(=O)N)C1=C(C(=CC=C1)Cl)Cl